butyl 4-(1H-indol-3-yl)piperidine-1-carboxylate N1C=C(C2=CC=CC=C12)C1CCN(CC1)C(=O)OCCCC